NC1=C(C(=C(C(=O)O)C=C1)F)F 4-amino-2,3-difluoro-benzoic acid